phenyl-trimethoxy-silane C1(=CC=CC=C1)[Si](OC)(OC)OC